(S)-N-(1-(4-bromophenyl)-2-hydroxyethyl)-2-(6-(5-chloro-2-((oxacyclohex-4-yl)amino)pyrimidin-4-yl)-1-oxoisoindolin-2-yl)acetamide BrC1=CC=C(C=C1)[C@@H](CO)NC(CN1C(C2=CC(=CC=C2C1)C1=NC(=NC=C1Cl)NC1CCOCC1)=O)=O